1-(tert-Butoxycarbonyl)-4-(4-chlorophenoxy)piperidine-4-carboxylic acid C(C)(C)(C)OC(=O)N1CCC(CC1)(C(=O)O)OC1=CC=C(C=C1)Cl